FC(OC=1C=CC(=C(C1)C=1C2=C(N(N1)C(C)C)CC(CO2)C(=O)NC2(CS(C2)(=O)=O)C)F)F 3-(5-(difluoromethoxy)-2-fluorophenyl)-1-isopropyl-N-(3-methyl-1,1-dioxidothietan-3-yl)-1,5,6,7-tetrahydropyrano[3,2-c]pyrazole-6-carboxamide